5-amino-6-(3-(4-((methylamino)methyl)phenyl)isoxazol-5-yl)pyrazin NC=1N=CC=NC1C1=CC(=NO1)C1=CC=C(C=C1)CNC